4-chloro-5-((2-methyl-1,4-diazepan-1-yl)sulfonyl)isoquinolin-1-ol sulfate S(=O)(=O)(O)OC1=NC=C(C2=C(C=CC=C12)S(=O)(=O)N1C(CNCCC1)C)Cl